methyl 6-(3-methoxy-3-methylazetidin-1-yl)picolinate COC1(CN(C1)C1=CC=CC(=N1)C(=O)OC)C